P(=O)(O)(O)CCCC 1-Phosphonobutan